tert-butyl ({3-[6-(methylcarbamoyl)pyridin-3-yl]phenyl}methyl)carbamate CNC(=O)C1=CC=C(C=N1)C=1C=C(C=CC1)CNC(OC(C)(C)C)=O